ethyl (R)-8-(2-chloro-5-fluorophenyl)-1-(3-fluoro-5-(trifluoromethyl)benzamido)-6-oxo-5,6,7,8-tetrahydroimidazo[1,5-a]pyrazine-3-carboxylate ClC1=C(C=C(C=C1)F)[C@@H]1C=2N(CC(N1)=O)C(=NC2NC(C2=CC(=CC(=C2)C(F)(F)F)F)=O)C(=O)OCC